OC(CN1CCC2(CNC(N2)=O)CC1)CN1C2=CC=CC=C2SC=2C=CC(=CC12)C(F)(F)F 8-(2-hydroxy-3-(2-(trifluoromethyl)-10H-phenothiazin-10-yl)propyl)-1,3,8-triazaspiro[4.5]decan-2-one